1-(2-bromopyridin-4-yl)-3-(3,5-dichlorophenyl)urea BrC1=NC=CC(=C1)NC(=O)NC1=CC(=CC(=C1)Cl)Cl